chloro-7-((2-(trimethylsilyl)ethoxy)methyl)-4-vinyl-7H-pyrrolo[2,3-d]pyrimidine ClC=1N=C(C2=C(N1)N(C=C2)COCC[Si](C)(C)C)C=C